(R)-2,2'-dimethyl-3,3'-diphenyl-1,1'-binaphthyl CC1=C(C2=CC=CC=C2C=C1C1=CC=CC=C1)C1=C(C(=CC2=CC=CC=C12)C1=CC=CC=C1)C